N-tert-butyl-2-[(2-chloro-5,6,7,8-tetrahydroquinazolin-4-yl)(methyl)amino]acetamide C(C)(C)(C)NC(CN(C)C1=NC(=NC=2CCCCC12)Cl)=O